tert-butyl (20-((4-(1-propyl-1H-pyrazol-4-yl)-7-((2-(trimethylsilyl)ethoxy)methyl)-7H-pyrrolo[2,3-d]pyrimidin-2-yl)amino)-3,6,9,12,15,18-hexaoxaicosyl)carbamate C(CC)N1N=CC(=C1)C=1C2=C(N=C(N1)NCCOCCOCCOCCOCCOCCOCCNC(OC(C)(C)C)=O)N(C=C2)COCC[Si](C)(C)C